6-((2,6-dimethylpyrimidin-4-yl)amino)-1-(3-(1-methyl-1H-1,2,4-triazol-3-yl)phenyl)-1,2-dihydro-3H-pyrazolo[4,3-c]pyridin-3-one CC1=NC(=CC(=N1)NC1=CC2=C(C=N1)C(NN2C2=CC(=CC=C2)C2=NN(C=N2)C)=O)C